C(C)OC(C1=C(N=CC(=C1)Br)C)=O 2-methyl-5-bromonicotinoic acid ethyl ester